(E)-2-(3-methoxypropenyl)-4,4,5,5-tetramethyl-(1,3,2)-dioxaborolan COC/C=C/B1OC(C(O1)(C)C)(C)C